COC=1C(=CC2=CC=CC=C2C1)B(O)O (3-methoxy-2-naphthyl)boronic acid